BUTYRIC ACID, BUTYRIC ACID SALT C(CCC)(=O)O.C(CCC)(=O)O